(1r,3r)-3-aminocyclobutan-1-ol C1C(CC1O)N